5-(4,4,5,5-tetramethyl-1,3,2-dioxaborolan-2-yl)-1-((2-(trimethylsilyl)ethoxy)methyl)-1H-pyrazole CC1(OB(OC1(C)C)C1=CC=NN1COCC[Si](C)(C)C)C